IC1=NN2C(C=CC=C2C2=CC=C(CN3CCS(CC3)(=O)=O)C=C2)=N1 4-(4-(2-iodo-[1,2,4]triazolo[1,5-a]pyridin-5-yl)benzyl)thiomorpholine 1,1-dioxide